FC(C(C)(F)C=1C=C(C=CC1)N1CC2=C(C=C(C=C2C1=O)C=O)C(F)(F)F)C1=NN=CN1C 2-(3-(1,2-difluoro-1-(4-methyl-4H-1,2,4-triazol-3-yl)propan-2-yl)phenyl)-3-oxo-7-(trifluoromethyl)isoindoline-5-carbaldehyde